8-(1-(2,2-difluoroethyl)-1H-pyrazolo[3,4-b]pyrazin-6-yl)-6-methyl-2-(4-(trifluoromethyl)pyridin-2-yl)-2,8-diazaspiro[4.5]decane FC(CN1N=CC=2C1=NC(=CN2)N2CC(C1(CCN(C1)C1=NC=CC(=C1)C(F)(F)F)CC2)C)F